2-[4-(4-Morpholinyl)-6-(3,4,5-trimethoxy-phenyl)-pyrimidin-2-ylamino]-4-methylthiazole-5-carboxylic acid ethyl ester C(C)OC(=O)C1=C(N=C(S1)NC1=NC(=CC(=N1)N1CCOCC1)C1=CC(=C(C(=C1)OC)OC)OC)C